2-(phenylamino)-N-[2-(phenylthio)propyl]-Ethanimidamide C1(=CC=CC=C1)NCC(NCC(C)SC1=CC=CC=C1)=N